CSCC1CCN(CC1)C(=O)OC(C)(C)C 4-(methylthiomethyl)piperidine-1-carboxylic acid, tert-butyl ester